OC(CC(C(=O)N)CCCC(=O)N)C (2-hydroxypropyl)adipoamide